C1(CCC1)NC1=CC2=C(C=N1)C(=NN2C)C=2C(=C(C(=C(C2)C(F)(F)F)F)O)F 3-(6-(Cyclobutylamino)-1-methyl-1H-pyrazolo[4,3-c]pyridin-3-yl)-2,6-difluoro-5-(trifluoromethyl)phenol